C(C1=CC=CC=C1)(=O)O[C@H]1[C@@H](O[C@@H]([C@H]([C@@H]1O)O)CO)N=C=S O-benzoyl-beta-D-glucopyranosyl isothiocyanate